C(C)(C)(C)C=1C(=C(C=C(C1)C(C)(C)C)N1N=C2C(=N1)C=CC=C2)O 2-[3,5-di-tert-butyl-2-hydroxyphenyl]-benzotriazole